C1(CCCC1)NC1=NC(=NC(=C1)C)NC=1C=C(C2=C(CCO2)C1)OCCCN1CCCC1 N4-cyclopentyl-6-methyl-N2-[7-(3-pyrrolidin-1-ylpropoxy)-2,3-dihydrobenzofuran-5-yl]-pyrimidine-2,4-diamine